1-(Cyclopropyl-methyl)-8-dimethylamino-8-phenyl-1,3-diazaspiro[4.5]decan-2-one C1(CC1)CN1C(NCC12CCC(CC2)(C2=CC=CC=C2)N(C)C)=O